ClC1=CC=C(C=C1)CC(C)N[C@H](C(=O)NC1=CC=C(C=C1)C=1C=NN(C1)C)C1=CC=CC=C1 (S)-2-((1-(4-chlorophenyl)propan-2-yl)amino)-N-(4-(1-methyl-1H-pyrazol-4-yl)phenyl)-2-phenylacetamide